(1S,5R,6S)-N-(2-fluoro-5-(1-methyl-1H-1,2,4-triazol-3-yl)-4-(trifluoromethyl)phenyl)-5-methyl-1-(5-methyl-1,3,4-oxadiazol-2-yl)-7-azabicyclo[4.1.1]octane-7-carboxamide FC1=C(C=C(C(=C1)C(F)(F)F)C1=NN(C=N1)C)NC(=O)N1[C@@H]2[C@@H](CCC[C@]1(C2)C=2OC(=NN2)C)C